5-methyl-N-[6-(trifluoromethoxy)-1,3-benzothiazol-2-yl]bicyclo[3.3.1]nonane-1-carboxamide CC12CCCC(CCC1)(C2)C(=O)NC=2SC1=C(N2)C=CC(=C1)OC(F)(F)F